C(CCC\C=C/CC)OC(CCC(=O)OCCCCCCN(CCCCCOC(=O)OCCC#CCCCCC)CCO)OCCCC\C=C/CC 6-((2-hydroxyethyl)(5-(((non-3-yn-1-yloxy)carbonyl)oxy)pentyl)amino)hexyl 4,4-bis(((Z)-oct-5-en-1-yl)oxy)butanoate